CS(=O)(=O)N1C=C(C=C1)C(=O)NCC(=O)NC=1SC=C(N1)C1=CC(=CC=C1)B1OC(C(O1)(C)C)(C)C 2-[(1-methanesulfonylpyrrol-3-yl)formamido]-N-[4-[3-(4,4,5,5-tetramethyl-1,3,2-dioxaborolan-2-yl)phenyl]-1,3-thiazol-2-yl]acetamide